C(=O)(O)C=1C=CC(=NC1)C1=NC=CC=C1 5-carboxyl-2,2'-bipyridine